[Na+].S(=O)(=O)([O-])CS(=O)(=O)[O-].[Na+] Methionate Sodium